3-(4-((1H-imidazol-1-yl)methyl)-2-methylphenyl)-5-isobutylthiophene-2-sulfonamide N1(C=NC=C1)CC1=CC(=C(C=C1)C1=C(SC(=C1)CC(C)C)S(=O)(=O)N)C